The molecule is a diterpenoid isolated from the seed kernels of Caesalpinia crista that has been found to exhibit antimalarial activity. It has a role as a metabolite and an antimalarial. It is an acetate ester, a cyclic ether, an enone, a tertiary alcohol, a diterpenoid and an aromatic ketone. CC(=O)O[C@@H]1[C@@H]([C@@]2([C@H]3CC4=C(C=CO4)C(=O)[C@@H]3CC[C@]2(C([C@@H]1OC(=O)C)(C)C)O)C)OC(=O)C